6-((1r,4r)-4-(1-(tert-butyl)-3-(trifluoromethyl)-1H-pyrazol-5-yl)cyclohexyl)-2-thia-6-azaspiro[3.4]octane 2,2-dioxide C(C)(C)(C)N1N=C(C=C1C1CCC(CC1)N1CC2(CS(C2)(=O)=O)CC1)C(F)(F)F